4-piperidylmethyl 5-[[4-[[2-(6-methyl-2-pyridyl)pyrimidin-4-yl]amino]pyrimidin-2-yl]amino]pyridine-2-carboxylate CC1=CC=CC(=N1)C1=NC=CC(=N1)NC1=NC(=NC=C1)NC=1C=CC(=NC1)C(=O)OCC1CCNCC1